CC1(OB(OC1(C)C)C=1C=C(C=C(C1)C)C1=CC=CC=C1)C 4,4,5,5-tetramethyl-2-(5-methyl-[1,1'-biphenyl]-3-yl)-1,3,2-dioxaborolane